O(C=1C(C(=C(N(C1)CCCCCCCCCCCCCCCC)C)O)=O)C=1C(C(=C(N(C1)CCCCCCCCCCCCCCCC)C)O)=O 5,5'-oxybis(N-hexadecyl-2-methyl-3-hydroxypyridin-4-one)